ClC=1C=CC(=C(C1)C1=CC=C(S1)[C@@H](C)NC(=O)C1=NN(C(C=C1)=O)C1=C(C=CC=C1)F)CNC N-[(1R)-1-[5-[5-chloro-2-(methylaminomethyl)phenyl]-2-thienyl]ethyl]-1-(2-fluorophenyl)-6-oxo-pyridazine-3-carboxamide